C(CCC)CC(=O)O.C(C(O)C)(=O)OCCCC butyl lactate (n-butylacetate)